ClC1=C(C(=CC(=C1)C1=C(N=C2N1CCN(C2)C(C=C)=O)C(F)(F)F)F)C2=C(C(=CC=C2F)Cl)O (3-(2,3'-dichloro-6,6'-difluoro-2'-hydroxy-[1,1'-biphenyl]-4-yl)-2-(trifluoromethyl)-5,6-dihydroimidazo[1,2-a]pyrazin-7(8H)-yl)prop-2-en-1-one